C(C)(C)(C)C1N(CC[C@@H]([C@@H]1F)OS(=O)(=O)C(F)(F)F)C(=O)OCC1=CC(=NN1)CO (1H-pyrazole-3,5-diyl)dimethanol tert-butyl-(3R,4S)-3-fluoro-4-(((trifluoromethyl)sulfonyl)oxy)piperidine-1-carboxylate